methyl 3-(4-cyanophenyl)-1-methyl-2-oxoimidazo[4,5-b]pyridine-6-carboxylate C(#N)C1=CC=C(C=C1)N1C(N(C=2C1=NC=C(C2)C(=O)OC)C)=O